2-oxo-1H,2H,5H,6H,7H,8H,9H-cyclohepta[b]pyridine-3-carboxamide O=C1C(=CC2=C(N1)CCCCC2)C(=O)N